C(C)(C)(C)OC(=O)N1CC(C1)C1=CC=C(C=C1)C1=C(C=C(C=C1)Cl)S(=O)(=O)C.BrC1=C(C=C(C=C1)NC(CC)=O)OC N-(4-bromo-3-methoxyphenyl)propionamide tert-butyl-3-[4-(4-chloro-2-methylsulfonyl-phenyl)phenyl]azetidine-1-carboxylate